5-Diethylcarbamoylphthalide C(C)N(C(=O)C=1C=C2COC(=O)C2=CC1)CC